4-METHYL-1-(TRIISOPROPYLSILYL)-PYRROL-3-YLBORONIC ACID CC=1C(=CN(C1)[Si](C(C)C)(C(C)C)C(C)C)B(O)O